FCCC1CCN(CC1)C(CN1C(=NC=C1)[N+](=O)[O-])=O (4-(2-fluoroethyl)piperidin-1-yl)-2-(2-nitro-1H-imidazol-1-yl)ethan-1-one